3,4-difluorothiophene-2-sulfonamide FC1=C(SC=C1F)S(=O)(=O)N